o-toluoyl-phenylphosphine oxide C=1(C(=CC=CC1)C(=O)C1=C(C=CC=C1)[PH2]=O)C